(7S)-4,7,8-trimethyl-2-((trans-3-(2,4-difluorophenoxy)cyclobutyl)amino)-7,8-dihydropteridin-6(5H)-one CC1=NC(=NC=2N([C@H](C(NC12)=O)C)C)N[C@@H]1C[C@H](C1)OC1=C(C=C(C=C1)F)F